6-fluoro-N-[4-fluoro-2-methyl-5-[2-[[(3S)-oxolan-3-yl]amino]pyrimidin-5-yl]phenyl]pyrazolo[1,5-a]pyridine-3-carboxamide FC=1C=CC=2N(C1)N=CC2C(=O)NC2=C(C=C(C(=C2)C=2C=NC(=NC2)N[C@@H]2COCC2)F)C